C(C(=C)C)(=O)OCCC[Si](CC)(CC)OCC γ-methacryloyloxy-propylethoxy-diethyl-silane